NC=1C2=C(N=CN1)N(C=C2C=2SC1=C(C2)C=C(C=C1OC)C)CC1CN(CC1)C(C=C)=O 1-(3-((4-amino-5-(7-methoxy-5-methylbenzothien-2-yl)-7H-pyrrolo[2,3-d]pyrimidin-7-yl)methyl)pyrrolidin-1-yl)prop-2-en-1-one